FC(OC1=CC(=C(C=C1)NC(OC(C)(C)C)=O)F)F tert-butyl N-[4-(difluoromethoxy)-2-fluorophenyl]carbamate